1,2-di-(7Z,10Z,13Z,16Z-docosatetraenoyl)-sn-glycero-3-phosphoserine CCCCC/C=C\C/C=C\C/C=C\C/C=C\CCCCCC(=O)OC[C@H](COP(=O)(O)OC[C@@H](C(=O)O)N)OC(=O)CCCCC/C=C\C/C=C\C/C=C\C/C=C\CCCCC